CN1CC(CC1)C1=CC=2N=C(N=C(C2O1)N1CCOCC1)CC1=CC(=NN1)C1=CC=NC=C1 6-(1-methylpyrrolidin-3-yl)-4-morpholino-2-((3-(pyridin-4-yl)-1H-pyrazol-5-yl)methyl)furo[3,2-d]pyrimidine